(1-(4,5-dimethyl-1,6-dihydropyrimidin-2-yl)-3-methyl-1H-pyrazol-5-yl)methacrylamide CC=1N=C(NCC1C)N1N=C(C=C1C=C(C(=O)N)C)C